C1(CCCC1)C#CC(B1OC(CN(CC(O1)=O)C)=O)NS(=O)(=O)C1=CC=C(C=C1)[N+](=O)[O-] N-(3-cyclopentyl-1-(6-methyl-4,8-dioxo-1,3,6,2-dioxazaborocan-2-yl)prop-2-yn-1-yl)-4-nitrobenzenesulfonamide